methyl (trifluoroethyl) carbonate C(OC)(OCC(F)(F)F)=O